benzyl-4-bromo-1,2-dihydrospiro[indole-3,4'-piperidine] C(C1=CC=CC=C1)N1CCC2(CC1)CNC1=CC=CC(=C12)Br